N-[(2R)-2-[(4-Methylbenzenesulfonyl)oxy]propyl]carbamic acid tert-butyl ester C(C)(C)(C)OC(NC[C@@H](C)OS(=O)(=O)C1=CC=C(C=C1)C)=O